tert-butyl (2S,4R)-2-(((S)-1-(4-cyanophenyl)ethyl)carbamoyl)-4-hydroxypyrrolidine-1-carboxylate C(#N)C1=CC=C(C=C1)[C@H](C)NC(=O)[C@H]1N(C[C@@H](C1)O)C(=O)OC(C)(C)C